CC1(CN(CCO1)S)C(=O)C1=CC=C(C=C1)C 2-methyl-4'-methyl-mercapto-2-morpholinophenone